1,3,5-tris(3,5-di-t-butyl-4-hydroxyphenylmethyl)-1,3,5-triazine-2,4,6(1H,3H,5H)-trione C(C)(C)(C)C=1C=C(C=C(C1O)C(C)(C)C)CN1C(N(C(N(C1=O)CC1=CC(=C(C(=C1)C(C)(C)C)O)C(C)(C)C)=O)CC1=CC(=C(C(=C1)C(C)(C)C)O)C(C)(C)C)=O